NC1[C@@H]2CN(C[C@H]1C2)S(=O)(=O)N2[C@H]1CC(C[C@@H]2CC1)NC(=O)C1=NOC(=C1)C1COC1 N-((1R,3R,5S)-8-(((1R,5S,6R)-6-amino-3-azabicyclo[3.1.1]heptan-3-yl)sulfonyl)-8-azabicyclo[3.2.1]octan-3-yl)-5-(oxetan-3-yl)isoxazole-3-carboxamide